ClC=1C=CC2=C(N=C(O2)N2CC3(C2)CC(C3)NC(=O)C=3OC(=CC3)[S@](=O)(=N)C)C1 N-[2-(5-chloro-1,3-benzoxazol-2-yl)-2-azaspiro[3.3]heptan-6-yl]-5-[(S)-methylsulfonimidoyl]furan-2-carboxamide